C(C)(C)(C)OC(=O)N1N=CC(=C1)CN1N=C2C(=CC=C(C2=C1)N1CCN(CC1)C(=O)OC(C)(C)C)C(NC=1C=C(C=2N(C1)C=C(N2)C)F)=O tert-butyl 4-(2-{[1-(tert-butoxycarbonyl)pyrazol-4-yl]methyl}-7-({8-fluoro-2-methylimidazo[1,2-a]pyridin-6-yl} carbamoyl)indazol-4-yl)piperazine-1-carboxylate